CC=1C=C(C=CC1OC1=CC2=C(N(C=N2)C)C=C1)NC1=NC=NC=C1C=1OC=C(N1)C1NCCC1 N-(3-methyl-4-((1-methyl-1H-benzo[d]imidazol-5-yl)oxy)phenyl)-5-(4-(pyrrolidin-2-yl)oxazol-2-yl)pyrimidin-4-amine